stannous L-lactate C([C@@H](O)C)(=O)[O-].[Sn+2].C([C@@H](O)C)(=O)[O-]